4-(((R)-3-aminopyrrolidin-1-yl)-6-methylquinazolin-2-yl)-1-imino-2,3,4,5-tetrahydro-benzo[f][1,4]thiazepine N[C@H]1CN(CC1)C1=NC(=NC2=CC=C(C=C12)C)N1CCS(C2=C(C1)C=CC=C2)=N